ClC1=C(C=CC=C1)S(=O)(=O)NC1=NC(=C(C=C1)C=1C=C(C=2N=C(N=CC2N1)NC1CCC(CC1)N(C)C)CC)C 2-chloro-N-(5-(2-(((1r,4r)-4-(dimethylamino)cyclohexyl)amino)-8-ethylpyrido[3,2-d]pyrimidin-6-yl)-6-methylpyridin-2-yl)benzenesulfonamide